2'-acetoxy-3'-deoxy-5'-isobutyryloxyadenosine C(C)(=O)O[C@@]1([C@@H](O[C@@H](C1)C(O)OC(C(C)C)=O)N1C=NC=2C(N)=NC=NC12)O